C(C1=CC=CC=C1)OC(=O)NC(C(=O)[O-])CNC(=O)C1=CC2=NC=CC(=C2S1)OC(C)C 2-(((benzyloxy)carbonyl)amino)-3-(7-isopropoxythieno[3,2-b]pyridine-2-carboxamido)propanoate